ClC1=CC2=C(N(C(N=C2N2[C@H](CN(CC2)C(=O)OC(C)(C)C)C)=O)C=2C(=NC=CC2CC)C(C)C)N=C1Cl tert-butyl (S)-4-(6,7-dichloro-1-(2-isopropyl-4-ethylpyridin-3-yl)-2-oxo-1,2-dihydropyrido[2,3-d]pyrimidin-4-yl)-3-methylpiperazine-1-carboxylate